r-L-glutamyl-para-nitroaniline N[C@H](CCC(=O)O)C(=O)NC1=CC=C(C=C1)[N+](=O)[O-]